N1=CC=C(C=C1)C=1C=C(C=O)C=CC1 3-(pyridin-4-yl)benzaldehyde